[O-]CCC.[Al+3].[O-]CCC.[O-]CCC Aluminum n-propoxide